3-(6-(2-(3-(trifluoromethoxy)phenyl)acetamido)pyridazin-3-yl)cyclohex-3-enecarboxylic acid FC(OC=1C=C(C=CC1)CC(=O)NC1=CC=C(N=N1)C=1CC(CCC1)C(=O)O)(F)F